4-fluorophenylethylamine hydriodic acid salt I.FC1=CC=C(C=C1)CCN